C(C)(C)(C)OC(=O)NCCOCCN1N=CC=C1B(O)O [2-[2-[2-(tert-Butoxycarbonylamino)ethoxy]ethyl]pyrazol-3-yl]boronic acid